ClC1=C(C#N)C(=CC=N1)NC1=CC2=C(N(C(N2C)=O)C)C=C1 2-Chloro-4-((1,3-dimethyl-2-oxo-2,3-dihydro-1H-benzo[d]-imidazol-5-yl)amino)nicotinonitrile